vinyl neo-nonanoate C(CCCCC(C)(C)C)(=O)OC=C